ClC=1C(=NC=C(C1)C(F)(F)F)N1C(C2(CC1)CCN(CC2)C(=O)OC(C)(C)C)=O tert-butyl 2-(3-chloro-5-(trifluoromethyl)pyridin-2-yl)-1-oxo-2,8-diazaspiro[4.5]decane-8-carboxylate